CN(C(=O)NC1=CC(=C(C=C1)C)Cl)C 1,1-dimethyl-3-(3-chloro-4-methylphenyl)urea